1-(2-((5-fluorobenzo[d]oxazol-2-yl)amino)benzo[d]oxazol-5-yl)urea FC=1C=CC2=C(N=C(O2)NC=2OC3=C(N2)C=C(C=C3)NC(=O)N)C1